Fluorenyl-tert-Butylamino-Dimethyl-Titanium C1(=CC=CC=2C3=CC=CC=C3CC12)[Ti](C)(C)NC(C)(C)C